tert-butyl ((4-methyl-2-(((1R*,3S*)-3-(2-oxoethyl)cyclopentyl)oxy)phenyl)sulfonyl)-L-prolinate CC1=CC(=C(C=C1)S(=O)(=O)N1[C@@H](CCC1)C(=O)OC(C)(C)C)O[C@H]1C[C@H](CC1)CC=O |o1:23,25|